BrC=1C=C(C=C(C1)C(F)(F)F)C(C(=O)O)C(F)F 3-bromo-β,β-difluoro-5-(trifluoromethyl)-phenylpropionic acid